2,6-diamino-3-n-pentadecyl-cyclohexanol NC1C(C(CCC1CCCCCCCCCCCCCCC)N)O